3,3'-dihydroxy-4,4'-diketo-β-carotene OC1CC(C)(C)C(=C(C1=O)C)\C=C\C(\C)=C\C=C\C(\C)=C\C=C\C=C(/C)\C=C\C=C(/C)\C=C\C1=C(C)C(C(CC1(C)C)O)=O